1-methyl-5-(5-(morpholine-4-carbonyl)pyridin-2-ylamino)-6-oxo-1,6-dihydropyridazin-3-ylboronic acid CN1N=C(C=C(C1=O)NC1=NC=C(C=C1)C(=O)N1CCOCC1)B(O)O